FC(OC1=C(C=CC=C1N1C[C@H](CCC1)N(C)C)S(=O)(=O)Cl)F 2-(difluoromethoxy)-3-[(3S)-3-(dimethylamino)piperidin-1-yl]benzene-1-sulfonyl chloride